2-bromo-5-(trifluoromethyl)-1,3,4-thiadiazol BrC=1SC(=NN1)C(F)(F)F